FC1=C(C(=CC=C1)F)C(CC1=NC(=NC(=N1)N[C@@H](CO)CC(C)C)NS(=O)(=O)C)C N-(4-(2-(2,6-difluorophenyl)propyl)-6-(((R)-1-hydroxy-4-methylpentan-2-yl)amino)-1,3,5-triazin-2-yl)methanesulfonamide